ClC1=NN2C(N=CC3=C2[C@@](CN3C(=O)NC3=CC(=C(C=C3)[S@](=O)C)C(F)F)(C(F)(F)F)C)=C1 (R)-2-chloro-N-(3-(difluoromethyl)-4-((R)-methylsulfinyl)phenyl)-8-methyl-8-(trifluoromethyl)-7,8-dihydro-6H-pyrazolo[1,5-a]pyrrolo[2,3-e]pyrimidine-6-carboxamide